[2-[(2-chloro-3-pyridyl)sulfonyl]-2,6-diazaspiro[3.3]heptan-6-yl]-[6-(3-cyclopropyl-1,2,4-triazol-1-yl)-2-azaspiro[3.3]heptan-2-yl]methanone ClC1=NC=CC=C1S(=O)(=O)N1CC2(C1)CN(C2)C(=O)N2CC1(C2)CC(C1)N1N=C(N=C1)C1CC1